Cl.OC1(CNC1)CC#N 2-(3-hydroxyazetidin-3-yl)acetonitrile hydrochloride